C(C)(C)C=1N=C(C2=CC(=NC=C2C1)N)N isopropyl-2,6-naphthyridine-1,7-diamine